IC=1C=C2C(=CC(=NC2=CC1)N(CC(=O)O)C)C1=CC=NC=C1.C(C)OP(OCC)(=O)CSC1=CC(=CC=C1)F.OC1=C(C=CC(=C1)OCC(COC(C)CC)O)C1=NC(=NC(=N1)C1=C(C=C(C=C1)OCC(COC(C)CC)O)O)C1=C(C=C(C=C1)OCC(COC(C)CC)O)O 2,4,6-tris[2-hydroxy-4-(3-sec-butyl-oxy-2-hydroxypropyloxy)-phenyl]-s-triazine Diethyl-(3-fluorophenylthio)methylphosphonate N-(6-iodo-4-(pyridin-4-yl)quinolin-2-yl)-N-methylglycinate